S-(3-(2-(isopropylamino)ethoxy)-2-hydroxypropyl)-L-homocysteine C(C)(C)NCCOCC(CSCC[C@H](N)C(=O)O)O